N8-(1-cyclopropylethyl)-N2-(2-methoxy-4-(1-methyl-1H-pyrazol-4-yl)phenyl)pyrido[3,4-d]pyrimidine-2,8-diamine C1(CC1)C(C)NC1=NC=CC2=C1N=C(N=C2)NC2=C(C=C(C=C2)C=2C=NN(C2)C)OC